BrC=1C=CC(=C(NCCP(=O)(OCC)OCC)C1)[N+](=O)[O-] 5-Bromo-N-(2-diethoxyphosphorylethyl)-2-nitro-aniline